tert-Butyl 8-oxo-2-azaspiro[4.5]decane-2-carboxylate O=C1CCC2(CCN(C2)C(=O)OC(C)(C)C)CC1